ClC1=NC2=C(C(=CC=C2C=N1)Cl)OC 2,7-dichloro-8-methoxyquinazoline